2-(4-(3,3,3-trifluoroprop-1-yn-1-yl)phenyl)naphthalene FC(C#CC1=CC=C(C=C1)C1=CC2=CC=CC=C2C=C1)(F)F